CC1CC=2C(=NC=NC2CC1C1=C2C=NNC2=CC=C1C)N1CCN(CC1)C(C=C)=O 1-(4-(6-methyl-7-(5-methyl-1H-indazol-4-yl)-5,6,7,8-tetrahydroquinazolin-4-yl)piperazin-1-yl)prop-2-en-1-one